(R)-2-((2-hydroxypyridin-3-yl)amino)-5,5-dimethyl-4,5-dihydrothiazole-4-carboxylic acid hydrochloride Cl.OC1=NC=CC=C1NC=1SC([C@H](N1)C(=O)O)(C)C